C(C=C)(=O)OCCOC(NCCCCCCCCCC)=O 2-((decylcarbamoyl)oxy)ethyl acrylate